(P)-3-chloro-4-((3,5-difluoropyridin-2-yl)methoxy)-6''-(2-hydroxypropan-2-yl)-5',6-dimethyl-2H-[1,4':2',2''-terpyridin]-2-one ClC=1C(N(C(=CC1OCC1=NC=C(C=C1F)F)C)C1=CC(=NC=C1C)C1=NC(=CC=C1)C(C)(C)O)=O